2-[[6-[[5-chloro-2-[(3S,5S)-3-[(1,3-dioxoisoindolin-2-yl)methyl]-4,4-difluoro-5-methyl-1-piperidyl]pyrimidin-4-yl]amino]-1-methyl-2-oxo-3-quinolyl]oxy]-N-methyl-acetamide ClC=1C(=NC(=NC1)N1C[C@H](C([C@H](C1)C)(F)F)CN1C(C2=CC=CC=C2C1=O)=O)NC=1C=C2C=C(C(N(C2=CC1)C)=O)OCC(=O)NC